2-{1,4-dioxaspiro[4.5]decan-8-yl}-1,3-thiazole O1CCOC12CCC(CC2)C=2SC=CN2